[N+](=O)([O-])N[C@@H](CCCNC(N)=N)C(=O)O N-nitroarginine